bis(p-sulfonylphenyl)phenylphosphine dipotassium salt dihydrate O.O.[K].[K].S(=O)(=O)=C1CC=C(C=C1)P(C1=CC=CC=C1)C1=CCC(C=C1)=S(=O)=O